C(C)(C)(C)OC(=O)N1CCC(CC1)C1=C(N(C=2N=CN=C(C21)N)C)C2=CC=C(C=C2)NC(C=C)=O 4-(6-(4-Acrylamidophenyl)-4-amino-7-methyl-7H-pyrrolo[2,3-d]pyrimidin-5-yl)piperidine-1-carboxylic acid tert-butyl ester